2-(ethoxycarbonylbenzyl) prop-2-yl-N,N-diethyldithiocarbamate CC(C)S(C(N(CC)CC)=S)C(C1=CC=CC=C1)C(=O)OCC